FC(CN1C2(CC(C1)C2)C#CC2=CC=CC1=C2COCCN1C1=NC(N(C2=CC=CC(=C12)F)C([2H])([2H])[2H])=O)F 4-[6-[2-[2-(2,2-difluoroethyl)-2-azabicyclo[2.1.1]hexan-1-yl]ethynyl]-3,5-dihydro-2H-4,1-benzoxazepin-1-yl]-5-fluoro-1-(trideuteriomethyl)quinazolin-2-one